C(=O)(O)C1CNC1 3-carboxy-azetidine